COCOC1=CC=C(C=N1)B(O)O 6-(METHOXYMETHOXY)PYRIDIN-3-YLBORONIC ACID